dimethyl (2-trimethylsilyloxy carbonyl ethyl) phosphate P(=O)(OC)(OC)OCCC(=O)O[Si](C)(C)C